1-(4-(2-amino-7H-pyrrolo[2,3-d]pyrimidin-7-yl)pyridin-2-yl)-3-(thiazol-2-yl)pent-1-yn-3-ol NC=1N=CC2=C(N1)N(C=C2)C2=CC(=NC=C2)C#CC(CC)(O)C=2SC=CN2